CN1C(=CC=2C1=NC(=CN2)N2CC(CCC2)COC2=NC(=CC=C2)C(F)(F)F)C2CCN(CC2)C(C)=O 1-(4-(5-methyl-3-(3-(((6-(trifluoromethyl)pyridin-2-yl)oxy)methyl)piperidin-1-yl)-5H-pyrrolo[2,3-b]pyrazin-6-yl)piperidin-1-yl)ethan-1-one